water chromium chloride [Cl-].[Cr+3].O.[Cl-].[Cl-]